N-(6-(5-amino-3-fluoro-2-methylphenyl)imidazo[1,2-a]pyridin-2-yl)-2-fluorocyclopropane-1-carboxamide NC=1C=C(C(=C(C1)C=1C=CC=2N(C1)C=C(N2)NC(=O)C2C(C2)F)C)F